(2-(piperidin-1-yl)thiazol-4-yl)(pyrrolidin-1-yl)methanone N1(CCCCC1)C=1SC=C(N1)C(=O)N1CCCC1